C[Si](CC=CC1=CC=CC=C1)(C)C1=C(C=CC=C1)[Si](C)(C)CC=CC1=CC=CC=C1 bis(dimethylphenylvinylmethylsilyl)benzene